C(#N)C=1C=C(C=CC1F)NC(C1=C(N=C(C(=C1)C#C)C)N1CCC(CCC1)(F)F)=O N-(3-cyano-4-fluorophenyl)-2-(4,4-difluoroazepan-1-yl)-5-ethynyl-6-methylnicotinamide